ethyl 2-[(2S,3R)-3-[tert-butyl (dimethyl) silyl] oxy-2-(cyclopentoxy)-3-(3,5-dimethoxy-4-methyl-phenyl) propyl]-6-chloro-1,3-benzothiazole-4-carboxylate [Si](C)(C)(C(C)(C)C)O[C@@H]([C@H](CC=1SC=2C(N1)=C(C=C(C2)Cl)C(=O)OCC)OC2CCCC2)C2=CC(=C(C(=C2)OC)C)OC